NC=1C=C(C=CC1N)C(=O)NN 3,4-diaminobenzenehydrazide